bishydroxymethylcyclobutane OCC1(CCC1)CO